ethyl 4-bromo-3-(propan-2-yl)-1H-pyrazole-5-carboxylate BrC=1C(=NNC1C(=O)OCC)C(C)C